1-((S)-7-(4-fluorobenzyl)-2-(isopropoxymethyl)-2,3-dihydro-1H-pyrido[2,3-b][1,4]oxazin-1-yl)ethan-1-one FC1=CC=C(CC2=CC3=C(OC[C@@H](N3C(C)=O)COC(C)C)N=C2)C=C1